C(=O)O.O=C1NC(CCC1N1C(C2=CC=C(C=C2C1=O)OCCCN1CCNCC1)=O)=O 2-(2,6-Dioxopiperidin-3-yl)-5-[3-(piperazin-1-yl)propoxy]isoindole-1,3-dione formate